C1(=CC=CC=C1)C1=NC(=NC2=CC=CC=C12)C1=NC=CC2=CC=CC=C12 4-phenyl-2-(isoquinolin-1-yl)-quinazoline